2-(cyclopropylamino)-8-(4-(difluoromethoxy)phenyl)-6-(2-(2-Morpholinoethyl)-2H-indazol-5-yl)pteridine-7(8H)-one C1(CC1)NC1=NC=2N(C(C(=NC2C=N1)C1=CC2=CN(N=C2C=C1)CCN1CCOCC1)=O)C1=CC=C(C=C1)OC(F)F